methyl 6-(tert-butoxycarbonylamino)quinoline-7-carboxylate C(C)(C)(C)OC(=O)NC=1C=C2C=CC=NC2=CC1C(=O)OC